C(#N)C1=CC=C(C=C1)C1=CC=C(N1C1=C(C=CC=C1)C(F)(F)F)C1=CC=C(C=N1)C(=O)NCCN(C)C 6-[5-(4-cyanophenyl)-1-[2-(trifluoromethyl)phenyl]pyrrol-2-yl]-N-[2-(dimethylamino)ethyl]pyridine-3-carboxamide